CC1(C(CC(O1)=S)C1=CC=C(C=C1)C)C 5,5-dimethyl-4-(p-tolyl)dihydrofuran-2(3H)-thione